3-Bromo-1-(3-chloro-2-pyridyl)-4,5-dihydro-1H-pyrazole BrC1=NN(CC1)C1=NC=CC=C1Cl